N,N-Dibenzylbenzthiazolylsulfenamid C(C1=CC=CC=C1)N(SC=1SC2=C(N1)C=CC=C2)CC2=CC=CC=C2